phenyl-benzoxazinone C1(=CC=CC=C1)C1C(NOC2=C1C=CC=C2)=O